[Si](C)(C)(C(C)(C)C)OC12CC(C1)(C2)CO (3-((tert-butyldimethylsilyl)oxy)bicyclo(1.1.1)pentan-1-yl)methanol